CC1(CCN(CC1)C(CCC=1N=C(N(C1)C1=CC=CC=C1)C1=C(C(=O)N)C=CC=C1C=1C=NNC1)=O)C (4-(3-(4,4-dimethylpiperidin-1-yl)-3-oxopropyl)-1-phenyl-1H-imidazol-2-yl)-3-(1H-pyrazol-4-yl)benzamide